D-sarcosine N(C)CC(=O)O